CN(CCC1=CNC2=CC=CC=C12)C 3-[2-(dimethylamino)ethyl]1H-indole